4-amino-4,6-dideoxy-beta-D-glucopyranose N[C@H]1[C@@H]([C@H]([C@H](O)O[C@@H]1C)O)O